BC=1C=NN(C1)C1OCCCC1 4-boryl-1-(oxan-2-yl)pyrazole